6-chloro-1-(3-(pyrrolidin-1-ylmethyl)benzyl)-1H-pyrazolo[3,4-d]pyrimidin-4-amine ClC1=NC(=C2C(=N1)N(N=C2)CC2=CC(=CC=C2)CN2CCCC2)N